C(C=C)(=O)N1C[C@@H](CCC1)N1N=C(C=2C1=NC=NC2N)C2=CC=C(C1=C2OCO1)NC(C1=CC=C(C=C1)Cl)=O (R)-N-(7-(1-(1-acryloylpiperidin-3-yl)-4-amino-1H-pyrazolo[3,4-d]pyrimidin-3-yl)benzo[d][1,3]dioxol-4-yl)-4-chlorobenzamide